5-[4-amino-5-(trifluoromethyl)pyrrolo[2,1-f][1,2,4]triazin-7-yl]-N-[1-(cyclopropyl-methyl)-1H-pyrazol-4-yl]-2-methylpyridine-3-carboxamide NC1=NC=NN2C1=C(C=C2C=2C=C(C(=NC2)C)C(=O)NC=2C=NN(C2)CC2CC2)C(F)(F)F